C(C1=CC=CC=C1)OC(=O)NC=1C(=C(C=CC1)[C@]1(NC(N(C(C1)=O)C1CCOCC1)=NC(OC(C)(C)C)=O)C)Cl tert-Butyl N-{(4S)-4-[3-(benzyloxycarbonylamino)-2-chlorophenyl]-4-methyl-6-oxo-1-(tetrahydropyran-4-yl)hexahydropyrimidin-2-ylidene}carbamate